N1=CC(=CC=C1)C=1C=C(C2=C(N=C(O2)N2CC3N(C(C2)C3)C(=O)OC(C)(C)C)C1)C=1SC=CN1 tert-Butyl 3-(5-(pyridin-3-yl)-7-(thiazol-2-yl)benzo[d]oxazol-2-yl)-3,6-diazabicyclo[3.1.1]heptane-6-carboxylate